2-[({4-[(3-methoxypropyl)oxy]-3-methylpyridin-2-yl}methyl)thio]-5-(tetrahydro-1H-pyrrol-1-yl)-1H-benzo[d]imidazole COCCCOC1=C(C(=NC=C1)CSC1=NC2=C(N1)C=CC(=C2)N2CCCC2)C